N-[2-(5-fluoro-1H-indol-3-yl)ethyl]-5-[(2-fluorophenyl)methyl]isoxazole-3-carboxamide dimethyl-5-(3-(dimethoxymethyl)azetidin-1-yl)-3-methoxyphthalate COC(C=1C(C(=O)OC)=C(C=C(C1)N1CC(C1)C(OC)OC)OC)=O.FC=1C=C2C(=CNC2=CC1)CCNC(=O)C1=NOC(=C1)CC1=C(C=CC=C1)F